C1(CC1)C(=O)C=1N=C2N(N1)[C@@H](C[C@@H]2F)C2=C(C(=CC=C2F)F)F cyclopropyl-[(5S,7S)-7-fluoro-5-(2,3,6-trifluorophenyl)-6,7-dihydro-5H-pyrrolo[1,2-b][1,2,4]triazol-2-yl]methanone